COC(C1=C(C(=C(C=C1C)OC(C)=O)C)C)=O 2,3,6-trimethyl-4-acetoxybenzoic acid methyl ester